(2-naphthyl)L-alanine C1=C(C=CC2=CC=CC=C12)N[C@@H](C)C(=O)O